NC1C(N(C=2N(CC1)N=C(C2)CC2COCC2)C)=O 6-amino-4-methyl-2-(tetrahydrofuran-3-ylmethyl)-7,8-dihydro-6H-pyrazolo[1,5-a][1,3]diazepin-5-one